C(C)C1(C2=CC=CC=C2C=2C=CC=CC12)CC 9,9-diethylfluorene